NC1=C(C(=NN1C1CCC(CC1)N1CCN(CC1)C)C1=CC=C(C=C1)OC1=CC=CC=C1)C#N 5-amino-1-(4-(4-methylpiperazin-1-yl)cyclohexyl)-3-(4-phenoxyphenyl)-1H-pyrazole-4-carbonitrile